N1=CC=C(C=C1)OC(=O)N1C=C(C=2N=CN=CC21)B2OC(C(O2)(C)C)(C)C pyridin-4-yl-7-(4,4,5,5-tetramethyl-1,3,2-dioxaborolan-2-yl)-5H-pyrrolo[3,2-d]pyrimidine-5-carboxylate